N-(4-(8-(hydroxyamino)-8-oxooctylamino)benzenesulfonyl)-4-(1-(3,5,5,8,8-pentamethyl-5,6,7,8-tetrahydronaphthalen-2-yl)vinyl)benzamide ONC(CCCCCCCNC1=CC=C(C=C1)S(=O)(=O)NC(C1=CC=C(C=C1)C(=C)C1=CC=2C(CCC(C2C=C1C)(C)C)(C)C)=O)=O